4-(4-(benzofuran-2-yl)furan-2-yl)-4-oxobutyric acid methyl ester COC(CCC(=O)C=1OC=C(C1)C=1OC2=C(C1)C=CC=C2)=O